(3S)-1-[2-[4-[3-[1-(5-chloropyrimidin-2-yl)-4-piperidinyl]propoxy]-2,6-difluoro-phenyl]acetyl]-N-[(2S,3R,4R,5R)-2,3,4,5,6-pentahydroxyhexyl]pyrrolidine-3-carboxamide ClC=1C=NC(=NC1)N1CCC(CC1)CCCOC1=CC(=C(C(=C1)F)CC(=O)N1C[C@H](CC1)C(=O)NC[C@@H]([C@H]([C@@H]([C@@H](CO)O)O)O)O)F